S1C(=NC2=C1C=CC=C2)[C@H]2N(C[C@@H](C2)O)C([C@@H](C(C)C)N2N=NC(=C2)C=2OC=CC2)=O (R)-1-((2S,4R)-2-(benzo[d]thiazol-2-yl)-4-hydroxypyrrolidin-1-yl)-2-(4-(furan-2-yl)-1H-1,2,3-triazol-1-yl)-3-methylbutan-1-one